CO[C@H](CC(=O)N1[C@@H](CCC1)[C@@H]([C@H](C(=O)N(CCC1=C(C=CC=C1)[N+](=O)[O-])C)C)OC)[C@H]([C@H](CC)C)N(C(CC(C)C)=O)C N-((3R,4S,5S)-3-methoxy-1-((S)-2-((1R,2R)-1-methoxy-2-methyl-3-(methyl(2-nitrophenethyl)amino)-3-oxopropyl)pyrrolidin-1-yl)-5-methyl-1-oxoheptan-4-yl)-N,3-dimethylbutanamide